ClC=1C=C(C(=O)NC2=CC(=C(C=C2)F)[C@H](C)NC=2C=NC=3C(N2)=NN(C3)CC)C=CC1CN1CCN(CC1)C (S)-3-chloro-N-(3-(1-((2-ethyl-2H-pyrazolo[3,4-b]pyrazin-6-yl)amino)ethyl)-4-fluorophenyl)-4-((4-methylpiperazin-1-yl)methyl)benzamide